5α-pregnane CC[C@H]1CC[C@H]2[C@@H]3CC[C@H]4CCCC[C@]4(C)[C@H]3CC[C@]12C